4-hydroxy-5-isopentyl-2-pyridinecarboxylic acid OC1=CC(=NC=C1CCC(C)C)C(=O)O